CC=1C(=C(C=C(C1)C(F)(F)F)O)C1=CC=C2C(=N1)N=C(N2)[C@@H]2NCCC2 |r| (rac)-3-Methyl-2-(2-(pyrrolidin-2-yl)-1H-imidazo[4,5-b]pyridin-5-yl)-5-(trifluoromethyl)phenol